3-(4-chloro-3,5-dimethyl-pyrazol-1-yl)-N-(2,3-dihydrobenzofuran-5-yl)-N-methyl-benzamide ClC=1C(=NN(C1C)C=1C=C(C(=O)N(C)C=2C=CC3=C(CCO3)C2)C=CC1)C